CC=1N=C2N(N=C(C=C2C)C2=CC=C3C=C(C=NC3=N2)N2C[C@H](N([C@H](C2)C)C(=O)OC(C)(C)C)C)C1 tert-butyl (2R,6S)-4-(7-{2,8-dimethylimidazo[1,2-b]pyridazin-6-yl}-1,8-naphthyridin-3-yl)-2,6-dimethylpiperazine-1-carboxylate